C(C1=CC=CC=C1)N1[C@@H]([C@@H]2CC[C@@H](C1)N2C(=O)OC(C)(C)C)CO |&1:12| tert-butyl (1S,2S,SR)-3-benzyl-2-(hydroxymethyl)-3,8-diazabicyclo[3.2.1]octane-8-carboxylate